N-(3-(5-chloro-2-ethoxy-6-methoxy-1H-benzo[d]imidazol-1-yl)propyl)acetamide ClC1=CC2=C(N(C(=N2)OCC)CCCNC(C)=O)C=C1OC